FC=1C=C(C2=C(C(=C(O2)[C@H](C(F)(F)F)N)C)C1)F (R)-1-(5,7-difluoro-3-methylbenzofuran-2-yl)-2,2,2-trifluoroethan-1-amine